CC(C(=O)O)CN1N=NC=C1 2-Methyl-3-(1H-1,2,3-triazol-1-yl)propanoic acid